tert-butyl 6-((chlorocarbonyl)(methyl)amino)-5-(((di-tert-butoxyphosphoryl)oxy)methyl)nicotinate ClC(=O)N(C1=NC=C(C(=O)OC(C)(C)C)C=C1COP(=O)(OC(C)(C)C)OC(C)(C)C)C